C(C)OC(=O)C1=CSC(=C1C(=O)OCC)N=CC=1SC(=CC1)[N+](=O)[O-] 5-(5-nitrothiophen-2-yl)methyleneaminothiophene-3,4-dicarboxylic acid diethyl ester